(S)-3-((R)-1-acetylpyrrolidin-3-ylamino)-2-(4-chlorophenyl)-1-(4-((5R,7R)-7-hydroxy-5-methyl-6,7-dihydro-5H-cyclopenta[d]pyrimidin-4-yl)piperazin-1-yl)propan-1-one C(C)(=O)N1C[C@@H](CC1)NC[C@@H](C(=O)N1CCN(CC1)C=1C2=C(N=CN1)[C@@H](C[C@H]2C)O)C2=CC=C(C=C2)Cl